di-tert-butyl(pent-4-en-1-yl)phosphane C(C)(C)(C)P(CCCC=C)C(C)(C)C